[Zn].[Pb].[Cu]=S Copper sulfide lead zinc